NCC(C(=O)C1N(CCNC1)C1=C(C=NC=C1)C1(N=CC=2N(C1)N=CC2C#N)C=2C=NN(C2)C)CC(C)C 6-(4-(2-(aminomethyl)-4-methylpentanoylpiperazin-1-yl)pyridin-3-yl)-6-(1-methyl-1H-pyrazol-4-yl)pyrazolo[1,5-a]pyrazine-3-carbonitrile